2-(4-(((6-(ethyl((4-(trifluoromethyl)cyclohexyl)methyl)amino)-5-fluoropyrimidin-4-yl)amino)methyl)-3,4-dihydroxypiperidin-1-yl)acetamide C(C)N(C1=C(C(=NC=N1)NCC1(C(CN(CC1)CC(=O)N)O)O)F)CC1CCC(CC1)C(F)(F)F